(3R,3aR,6R,6aR)-3-amino-2,3,3a,5,6,6a-hexahydrofuro[3,2-b]furan-6-ol N[C@H]1[C@@H]2[C@H](OC1)[C@@H](CO2)O